1,3,5-tris(p-imidazoylphenyl)benzene N1C(=NC=C1)C(=O)C1=CC=C(C=C1)C1=CC(=CC(=C1)C1=CC=C(C=C1)C(=O)C=1NC=CN1)C1=CC=C(C=C1)C(=O)C=1NC=CN1